C(C1=CC=CC=C1)OC1C2(CCN2)CC1 5-(Benzyloxy)-1-azaspiro[3.3]heptane